4-(2-fluoro-4-(trifluoromethyl)benzyl)piperidine-4-carbonitrile hydrochloride Cl.FC1=C(CC2(CCNCC2)C#N)C=CC(=C1)C(F)(F)F